tripropoxyglycidoxymethyl-silane C(CC)O[Si](COCC1CO1)(OCCC)OCCC